N-ethyl-3-hydroxy-N-methyl-4-phenyl-butanamide Tert-butyl-N-[(4-bromo-3-chlorophenyl)methyl]carbamate C(C)(C)(C)OC(NCC1=CC(=C(C=C1)Br)Cl)=O.C(C)N(C(CC(CC1=CC=CC=C1)O)=O)C